(tert-butoxy)-N-methylcarbohydrazide CC(C)(C)OC(=O)N(C)N